C(CCC)NC1=NC(=NC(=N1)OC1CCCCC1)N1N=CC=C1 N-butyl-4-(cyclohexyloxy)-6-(1H-pyrazol-1-yl)-1,3,5-triazin-2-amine